FC(C=1C(=CSC1)C=1N=C(NC1)C1N(CCCC1)C(C(C)SC)=O)F 1-(2-(4-(4-(difluoromethyl)thiophen-3-yl)-1H-imidazol-2-yl)piperidin-1-yl)-2-(methylthio)propan-1-one